C(CCCCCCCCC)OC(CCCCCCC(C)OC(C)=O)OCCCCCCCCCC 9,9-didecyloxy-2-acetyloxynonane